ClCC1=C(N=C2N1C=CC(=C2)C)C2=C(C=C(C(=O)OC)C=C2F)F methyl 4-(3-(chloromethyl)-7-methylimidazo[1,2-a]pyridin-2-yl)-3,5-difluorobenzoate